L-1-Chlorobenzene ClC1=CC=CC=C1